C(=O)C=1C=2N(C=CC1O)N=CC2C(=O)O 4-formyl-5-hydroxypyrazolo[1,5-a]pyridine-3-carboxylic acid